CN1CCN(CC1)C1=C(C=C(C=C1)N1N=NC(=C1)C(=O)NCCCN1CCOCC1)[N+](=O)[O-] 1-(4-(4-methylpiperazin-1-yl)-3-nitrophenyl)-N-(3-morpholinopropyl)-1H-1,2,3-triazole-4-carboxamid